6-Fluoro-3-(((3-(hydroxymethyl)-1-methyl-1H-pyrazol-5-yl)methyl)thio)naphthalen-1-ol FC=1C=C2C=C(C=C(C2=CC1)O)SCC1=CC(=NN1C)CO